Methyl (S)-(5-((2-amino-4-fluoro-2,4-dimethylpentyl)oxy)-6-(difluoromethyl) [2,4'-bipyridin]-2'-yl)carbamate N[C@](COC=1C=CC(=NC1C(F)F)C1=CC(=NC=C1)NC(OC)=O)(CC(C)(C)F)C